tert-butyl (3R,5S)-3,5-dimethyl-4-oxopiperidine-1-carboxylate C[C@@H]1CN(C[C@@H](C1=O)C)C(=O)OC(C)(C)C